octacosenyl alcohol C(=CCCCCCCCCCCCCCCCCCCCCCCCCCC)O